O=C1NC2(CN(C2)C(=O)N2CC3(C2)CC(C3)CC=3C=C(C#N)C=C(C3)C(F)(F)F)CC1 3-[[2-(6-oxo-2,5-diazaspiro[3.4]octane-2-carbonyl)-2-azaspiro[3.3]heptan-6-yl]methyl]-5-(trifluoromethyl)benzonitrile